C(CCC(=O)OS)(=O)OS dimercapto succinate